(2-amino-3-bromoquinolin-7-yl)methyl-2-(4-(methylamino)-7H-pyrrolo[2,3-d]pyrimidin-7-yl)hexahydro-3aH-cyclopenta[b]furan-3,3a-diol NC1=NC2=CC(=CC=C2C=C1Br)CC1(C(C2(C(O1)CCC2)O)O)N2C=CC1=C2N=CN=C1NC